C(C)(C)(C)OC(=O)N1[C@H](C[C@@H](CC1)SCC1=NC2=CC(=CC(=C2C(N1)=O)F)NC1CCCC1)C(F)(F)F trans-4-(((7-(cyclopentylamino)-5-fluoro-4-oxo-3,4-dihydroquinazolin-2-yl)methyl)thio)-2-(trifluoromethyl)piperidine-1-carboxylic acid tert-butyl ester